C[C@@H]1N[C@@H](C[C@]2(C1)C(NC1=CC(=CC=C12)C(F)(F)F)=O)C=1N=NN(C1)C (2'S,3S,6'S)-2'-methyl-6'-(1-methyltriazol-4-yl)-6-(trifluoromethyl)spiro[indoline-3,4'-piperidine]-2-one